3-phenoxyl-propane-1,2-diol O(C1=CC=CC=C1)CC(CO)O